NC1C(C(CC1)C=C)=O 2-amino-5-vinylcyclopentanone